BrC1=C(C(=O)Cl)C=CC=C1 2-bromobenzoyl Chloride